S1C(=NC2=C1C=CC=C2)NC2=C(C=C(N=N2)N(C2=CC=C(S2)C(=O)OC)C)C methyl 5-({6-[(1,3-benzothiazol-2-yl)amino]-5-methylpyridazin-3-yl}(methyl)amino)thiophene-2-carboxylate